methyl-(3S)-1-[(2S)-2-[(tert-butoxycarbonyl)amino]-3-[3-[3-(3-hydroxy-2,2-dimethylpropyl)-2-iodo-1H-indol-5-yl]-5-[(triisopropylsilyl)oxy]phenyl]propanoyl]-1,2-diazinane CN1N(CCCC1)C([C@H](CC1=CC(=CC(=C1)O[Si](C(C)C)(C(C)C)C(C)C)C=1C=C2C(=C(NC2=CC1)I)CC(CO)(C)C)NC(=O)OC(C)(C)C)=O